FC1([C@H](C2=C(NC1=O)N(N=C2C)C)O)F 5,5-difluoro-(S)-4-hydroxy-1,3-dimethyl-1H,4H,5H,6H,7H-pyrazolo[3,4-b]pyridin-6-one